O-methyl-N-(4-morpholinobenzyl)hydroxylamine CONCC1=CC=C(C=C1)N1CCOCC1